3-((6-methylquinolin-4-yl)amino)-N-(3-(pyridin-4-ylamino)phenyl)benzamide CC=1C=C2C(=CC=NC2=CC1)NC=1C=C(C(=O)NC2=CC(=CC=C2)NC2=CC=NC=C2)C=CC1